ClC1=C(C=C(N)C=C1)C=1OC=C(N1)C 4-chloro-3-(4-methyloxazol-2-yl)aniline